4-(dimethylamino)-5-methyl-1,5-dihydro-2H-pyrrolo[3,2-d]pyrimidin-2-one CN(C=1C2=C(NC(N1)=O)C=CN2C)C